N-(4-methoxyphenyl)glycylvaline ethyl ester C(C)OC([C@@H](NC(CNC1=CC=C(C=C1)OC)=O)C(C)C)=O